1,8-octanediol bis-cyanoacrylate C(#N)C(=CC(=O)OCCCCCCCCO)C#N